1-(4-(5-(2-(3,4-dimethoxyphenyl)-3-isopropyl-1H-indol-5-yl)-1,3,4-oxadiazol-2-yl)piperidin-1-yl)-2-(dimethylamino)ethanone COC=1C=C(C=CC1OC)C=1NC2=CC=C(C=C2C1C(C)C)C1=NN=C(O1)C1CCN(CC1)C(CN(C)C)=O